FCC1CN(C1)CCOC1=CC=C(C=C1)C1=C(C=CC=2C3=C(C=NC12)C1=C(OC3)C=C(C=C1)C(F)(F)F)O (4-{2-[3-(fluoromethyl)azetidin-1-yl]ethoxy}phenyl)-8-(trifluoromethyl)-5H-[1]benzopyrano[4,3-c]quinolin-2-ol